CC1(C=C)C(C=CC=C1)C 1,2-dimethylstyrene